NCC(C)(C)SSC[C@@H](N)C(=O)O S-((1-amino-2-methylpropan-2-yl)thio)-D-cysteine